ClC=1C(=C(C(=CC1)N1N=NN=C1)C=1N=C2N(C(C1)=O)[C@H](C[C@@H]2C)C=2NC(=CN2)C2=CC=C(C=C2)NC([O-])=O)F |o1:19,21| 4-(2-((6R*,8S*)-2-(3-chloro-2-fluoro-6-(1H-tetrazol-1-yl)phenyl)-8-methyl-4-oxo-4,6,7,8-tetrahydropyrrolo[1,2-a]pyrimidin-6-yl)-1H-imidazol-5-yl)phenylcarbamate